N,N'-di-tert-butoxycarbonyl-N'-(3-ethynylphenyl)guanidine C(C)(C)(C)OC(=O)NC(=N)N(C1=CC(=CC=C1)C#C)C(=O)OC(C)(C)C